8-(4,4-difluoropiperidin-1-yl)imidazo[1,2-a]pyridin-6-amine FC1(CCN(CC1)C=1C=2N(C=C(C1)N)C=CN2)F